[I-].N1C=C(C2=CC=CC=C12)C=CC1=CC=[N+](C=C1)C 4-(1H-indol-3-yl-vinyl)-N-methyl-pyridinium iodide